6-chloro-3-(4-fluorobenzyl)pyrimidine-2,4(1H,3H)-dione ClC1=CC(N(C(N1)=O)CC1=CC=C(C=C1)F)=O